4'-fluoro-3-(1H-1,2,3-triazol-1-yl)-[1,1'-biphenyl]-4-carbonitrile FC1=CC=C(C=C1)C1=CC(=C(C=C1)C#N)N1N=NC=C1